FC(C=1C=C(CN2C=C(C=3C2=NC=CC3)/C=C(/C(=O)OC(C)C)\C#N)C=C(C1)C(F)(F)F)(F)F Isopropyl (E)-3-(1-(3,5-bis(trifluoromethyl)benzyl)-1H-pyrrolo[2,3-b]pyridin-3-yl)-2-cyanoacrylate